C1(CC1)C1=C(C=CC(=C1)F)N(C(=O)C=1N=COC1)C1=CC=C(C2=NON=C21)[N+](=O)[O-] N-(2-cyclopropyl-4-fluorophenyl)-N-(7-nitrobenzo[c][1,2,5]oxadiazol-4-yl)oxazole-4-carboxamide